6-(2,8-dimethylimidazo[1,2-b]pyridazin-6-yl)-7-hydroxy-2-pyrrolidin-3-yl-isoquinolin-1-one CC=1N=C2N(N=C(C=C2C)C=2C=C3C=CN(C(C3=CC2O)=O)C2CNCC2)C1